C(C)SC=1C=C(C=NC1C=1C=C2C(=CN1)N(N=C2)CC(C(F)(F)F)(F)F)C(C#N)(C)C 2-[5-ethylsulfanyl-6-[1-(2,2,3,3,3-pentafluoropropyl)pyrazolo[3,4-c]pyridin-5-yl]-3-pyridyl]-2-methyl-propanenitrile